3-[3-[3-methyl-1-(4-methyl-4H-1,2,4-triazol-3-yl)cyclobutyl]phenyl]-7-[[(3S)-3-methyl-1-piperidinyl]methyl]-9-(trifluoromethyl)pyrido[1,2-a]pyrimidin-4-one CC1CC(C1)(C1=NN=CN1C)C=1C=C(C=CC1)C1=CN=C2N(C1=O)C=C(C=C2C(F)(F)F)CN2C[C@H](CCC2)C